C(#N)C1=CC(=C(COC2=NC(=NC=C2)C23CCN(CC3C2)CC2=NC3=C(N2C[C@H]2OCC2)C=C(C=C3OC(C)C)C(=O)O)C=C1)OC 2-((6-(4-((4-cyano-2-methoxybenzyl)oxy)pyrimidin-2-yl)-3-azabicyclo[4.1.0]heptan-3-yl)methyl)-4-isopropoxy-1-(((S)-oxetan-2-yl)methyl)-1H-benzo[d]imidazole-6-carboxylic acid